trans-tert-butyl 4-acetyl-3-(2-bromo-6-chloropyridin-4-yl)-2-methylpiperazine-1-carboxylate C(C)(=O)N1[C@H]([C@@H](N(CC1)C(=O)OC(C)(C)C)C)C1=CC(=NC(=C1)Cl)Br